2-2-ethoxy-7-(4,4,5,5-tetramethyl-1,3,2-dioxaborolan-2-yl)naphthalen-1-amine CCOC1=C(C2=CC(=CC=C2C=C1)B1OC(C(O1)(C)C)(C)C)N